3,5-dimethyl-3-hexene-1-yne CC(C#C)=CC(C)C